C(C1=CC=CC=C1)[C@@H]1N(C(OC1)=O)C(CC1=C(C(=CC=C1)Br)F)=O (S)-4-benzyl-3-(2-(3-bromo-2-fluorophenyl)acetyl)oxazolidin-2-one